dimethylphenyl-(4-methoxybenzyl)ammonium hexafluorophosphate F[P-](F)(F)(F)(F)F.C[N+](CC1=CC=C(C=C1)OC)(C1=CC=CC=C1)C